(6-(4-(2-(3-methoxy-3-methylbutyloxy)phenyl)piperidin-1-yl)-2-azaspiro[3.4]octan-2-yl)methanone COC(CCOC1=C(C=CC=C1)C1CCN(CC1)C1CC2(CN(C2)C=O)CC1)(C)C